tert-butyl N-[4-(5-fluoro-2-thienyl)-2-nitro-phenyl]carbamate FC1=CC=C(S1)C1=CC(=C(C=C1)NC(OC(C)(C)C)=O)[N+](=O)[O-]